C(C)(C)(C)OC(=O)N1CC=2N(CC1)N=C(C2)C2=CC=C(C=C2)F.BrC=2C(=NN1C2CN(CC1)C(=O)OC(C)(C)C)C1=CC=C(C=C1)F tert-butyl 3-bromo-2-(4-fluorophenyl)-6,7-dihydropyrazolo[1,5-a]pyrazine-5(4H)-carboxylate tert-Butyl-2-(4-fluorophenyl)-6,7-dihydropyrazolo[1,5-a]pyrazine-5(4H)-carboxylate